[Al+3].N1=CC=CC2=CC=CC(=C12)[O-].N1=CC=CC2=CC=CC(=C12)[O-].N1=CC=CC2=CC=CC(=C12)[O-] (8-quinolineolate) aluminum